N-[(1R)-1-(5-methylpyrazin-2-yl)ethyl]-3-[5-(propan-2-yl)-1,3-thiazol-2-yl]-5-[(2S)-tetrahydrofuran-2-ylmethoxy]benzamide (2E)-4-hydroxy-3-methylbut-2-enyl-diphosphate OC/C(=C/COP(O)(=O)OP(=O)(O)O)/C.CC=1N=CC(=NC1)[C@@H](C)NC(C1=CC(=CC(=C1)OC[C@H]1OCCC1)C=1SC(=CN1)C(C)C)=O